FC=1C=CC(=NC1)C(C(=O)N)(C)N1CC(CC(C1)C)C=1N=NC(=CC1)OC (5-fluoropyridin-2-yl)-2-(3-(6-methoxypyridazin-3-yl)-5-methylpiperidin-1-yl)propanamide